FC1(CC(C1)CNC1=NC(=CC(=C1)N1[C@@H]([C@H](C1)CS(=O)(=O)C)C)N1N=CC=2C(=NC(=CC21)C=2C=NC=CC2OC)C)F N-((3,3-difluorocyclobutyl)methyl)-6-(6-(4-methoxypyridin-3-yl)-4-methyl-1H-pyrazolo[4,3-c]pyridin-1-yl)-4-((2R,3S)-2-methyl-3-((methylsulfonyl)methyl)azetidin-1-yl)pyridin-2-amine